C(CCCCCCCCCCCCCCCCCCCCC)(=O)OC1=CC=CC=2C=CCCC12 7,8-dihydronaphthalen-1-yl behenate